ClC1=C2N=CN(C2=NC(=N1)SCCC)CCCCCC 6-Chloro-9-hexyl-2-(propylthio)-9H-purine